2-(5-fluoro-3-{[5-methoxy-1-(2-methylpropyl)-1H-pyrazol-4-yl]amino}-1-methyl-1H-indazol-6-yl)propan-2-ol FC=1C=C2C(=NN(C2=CC1C(C)(C)O)C)NC=1C=NN(C1OC)CC(C)C